O[C@@H](CCC1=NC(=CC(=C1)C=1C=C(C=CC1C)NC(=O)N1C[C@@H](CC1)CC(F)(F)F)N1CCOCC1)C (3S)-N-(3-[2-[(3R)-3-hydroxybutyl]-6-(morpholin-4-yl)pyridin-4-yl]-4-methylphenyl)-3-(2,2,2-trifluoroethyl)pyrrolidine-1-carboxamide